[N].O.[Al] aluminum water nitrogen